C12(CC3CC(CC(C1)C3)C2)NC(NC=2C=C(C(=O)O)C=CC2)=O 3-(3-Adamantan-1-yl-ureido)-benzoic acid